2-butene hydrochloride Cl.CC=CC